4-(4-cyano-2,3-dihydrobenzofuran-7-yl)-5-ethoxy-2,8-dimethyl-1,4-dihydro-1,6-Naphthyridine-3-carboxylic acid C(#N)C1=CC=C(C2=C1CCO2)C2C(=C(NC1=C(C=NC(=C21)OCC)C)C)C(=O)O